N-(2-(2-((2-(2,6-dioxopiperidin-3-yl)-1,3-dioxoisoindolin-4-yl)amino)ethoxy)ethyl)-2-fluoro-4-(7-(quinolin-6-ylmethyl)imidazo[1,2-b][1,2,4]triazin-2-yl)benzamide O=C1NC(CCC1N1C(C2=CC=CC(=C2C1=O)NCCOCCNC(C1=C(C=C(C=C1)C=1C=NC=2N(N1)C(=CN2)CC=2C=C1C=CC=NC1=CC2)F)=O)=O)=O